CCC(C)[C@H]1C(=O)N[C@H](C(=O)N[C@H](C(=O)N2CCC[C@H]2C(=O)N[C@H](C(=O)N[C@H](C(=O)N3CCC[C@H]3C(=O)N[C@H](C(=O)N[C@H](C(=O)N4CCC[C@H]4C(=O)N[C@H](C(=O)N[C@H](C(=O)N[C@H](C(=O)N[C@H](C(=O)N[C@H](C(=O)N[C@H](C(=O)N[C@H](C(=O)N1)CC(=O)N)CC5=CC=C(C=C5)O)CC6=CC=CC=C6)CC7=CC=CC=C7)CC8=CNC=N8)C(C)C)C(C)C)CC(=O)N)CCC(=O)N)C(C)O)CCCNC(=N)N)C(C)O)C(C)C The molecule is a 17-membered homodetic cyclic peptide comprising the sequence -Arg-Thr-Pro-Glu-Asp-Pro-Val-Val-His-Phe-Phe-Tyr-Asp-Ile-Val-Thr-Pro-. Cyclic analogue with head-to-tail cyclisation of the myelin basic protein 83-99 (MBP83-99) immunodominant epitope with the lysyl residue at position 91 replaced by tyrosyl [MBP83-99(Y(91))].